N[C@@H](CC1=CNC=N1)C(=O)OCCN(CCCCCCCC\C=C/C\C=C/CCCCC)CCCCCCCC\C=C/C\C=C/CCCCC 2-(di((9Z,12Z)-octadeca-9,12-dien-1-yl)amino)ethyl L-histidinate